C(C=C)(=O)N1CCN(CC1)C1=C(C=NC2=CC(=C(C=C12)Cl)C1=C(C=CC(=C1)O)F)C#N 4-(4-acryloylpiperazin-1-yl)-6-chloro-7-(2-fluoro-5-hydroxyphenyl)quinoline-3-carbonitrile